4-bromo-1-phenyl-1H-pyrazole BrC=1C=NN(C1)C1=CC=CC=C1